3-ethyl-6-(2-(2-(trifluoromethyl)pyridin-4-yl)-2,6-diazaspiro[3.4]octan-6-yl)-1H-pyrazolo[3,4-d]pyrimidine C(C)C1=NNC2=NC(=NC=C21)N2CC1(CN(C1)C1=CC(=NC=C1)C(F)(F)F)CC2